O1COC2=C1C=CC=C2CNCC2=CSC(=C2)C2=CC=CC=C2 1-(1,3-benzodioxol-4-yl)-N-[(5-phenyl-3-thienyl)methyl]methanamine